CC1=CC=CC(=N1)C1=C(N=CN1)C=1C=C2C=C(C=NC2=CC1)C1=CC=C(CN2C[C@@H](CCC2)C(=O)O[C@@H]2CN(CC2)C)C=C1 (S)-1-methylpyrrolidin-3-yl (R)-1-(4-(6-(5-(6-methylpyridin-2-yl)-1H-imidazol-4-yl)quinolin-3-yl)benzyl)piperidine-3-carboxylate